6-chloro-4-{4-hydroxy-4-[6-methyl-3-(propan-2-yloxy)pyridin-2-yl]piperidin-1-yl}-1-methyl-2-oxo-1,2-dihydro-1,5-naphthyridine-3-carbonitrile ClC=1N=C2C(=C(C(N(C2=CC1)C)=O)C#N)N1CCC(CC1)(C1=NC(=CC=C1OC(C)C)C)O